FC(CC(C(=O)NC1=NC=CC(=C1)C1=C(C=2N=CN=C(C2N1)OCC(F)(F)F)C1=NC=CC=C1)C1=CC=C(C=C1)F)F 4,4-Difluoro-2-(4-fluorophenyl)-N-{4-[7-(pyridin-2-yl)-4-(2,2,2-trifluoroethoxy)-5H-pyrrolo[3,2-d]pyrimidin-6-yl]pyridin-2-yl}butanamid